5-amino-1-[(2R,3R,4S,5R)-3,4-dihydroxy-5-(hydroxymethyl)oxolan-2-yl]imidazole-4-carboxamide NC1=C(N=CN1[C@@H]1O[C@@H]([C@H]([C@H]1O)O)CO)C(=O)N